Methyl (S)-2-mercapto-1-((tetrahydrofuran-2-yl) methyl)-1H-benzo[d]imidazole-6-carboxylate SC1=NC2=C(N1C[C@H]1OCCC1)C=C(C=C2)C(=O)OC